BrC1=C(C=O)C(=C(C=C1F)[N+](=O)[O-])F 2-bromo-3,6-difluoro-5-nitrobenzaldehyde